BrC=1N=C2C(=NC(=NN2C1)Cl)OC(C)(C)C bromo-4-(tert-butoxy)-2-chloroimidazo[2,1-f][1,2,4]triazine